COC=1C=C(C(=O)N2CC(C(=CC2)C2=C3C(=NC(=C2)NC(=O)C2CC2)NC=C3)C)C=CC1 N-(4-(1-(3-methoxybenzoyl)-3-methyl-1,2,3,6-tetrahydropyridin-4-yl)-1H-pyrrolo[2,3-b]pyridin-6-yl)cyclopropylcarboxamide